O=C1N(CC(C1)C1=C(C(=CC(=C1)F)F)F)CN1C=NC=C1C#N 1-{[2-oxo-4-(2,3,5-trifluorophenyl)pyrrolidin-1-yl]methyl}-1H-imidazole-5-carbonitrile